tert-butyl (5R)-5-ethenyl-L-prolinate C(=C)[C@H]1CC[C@H](N1)C(=O)OC(C)(C)C